N-(1-(3-chlorophenyl)-2-(methylsulfonyl)ethyl)-4-(3,6-difluoro-2-methylphenyl)-5-(4-(8-hydroxyoctyl)benzoyl)-1-methyl-1H-pyrrole-3-carboxamide ClC=1C=C(C=CC1)C(CS(=O)(=O)C)NC(=O)C1=CN(C(=C1C1=C(C(=CC=C1F)F)C)C(C1=CC=C(C=C1)CCCCCCCCO)=O)C